3-((5-(5-(difluoromethyl)-1,3,4-oxadiazole-2-yl)pyridine-2-yl)methyl)-1-(1-(oxetan-3-yl)piperidine-4-yl)-5-(trifluoromethyl)-1,3-dihydro-2H-benzo[d]imidazole-2-one FC(C1=NN=C(O1)C=1C=CC(=NC1)CN1C(N(C2=C1C=C(C=C2)C(F)(F)F)C2CCN(CC2)C2COC2)=O)F